[N].C1=C2C(=CC=C1)N=C1C=CC3=C4C=CC=CC4=NC3=C12 indolocarbazole nitrogen